COC=1C=C2C(=CC=NC2=CC1OC)OC1=CC=C(C=C1)NC(=O)C1(CN(C1)CC1=CC=CC=C1)C(=O)NC1=CC=C(C=C1)F N-(4-{[6,7-Bis(methyloxy)chinolin-4-yl]oxy}phenyl)-N'-(4-fluorophenyl)-1-(phenylmethyl)azetidin-3,3-dicarboxamid